ClC=1C=C(C=CC1)N1C(N([C@H](C1)C#N)C1=CN=CC2=CC=C(C=C12)C(=O)O)=O (R)-4-(3-(3-chlorophenyl)-5-cyano-2-oxoimidazolin-1-yl)isoquinoline-6-carboxylic acid